C(C)(C)(C)OC(CCC(C(=O)NC1=CC=C(C=C1)CO)N)=O 4-amino-5-((4-(hydroxymethyl)phenyl)amino)-5-oxopentanoic acid (S)-tert-butyl ester